BrC1(C2CCCCCC12)Br 8,8-dibromobicyclo[5.1.0]octane